N1(N=CC=C1)C1(CCCCC1)C(=O)[O-] 1H-pyrazol-1-yl-cyclohexylcarboxylate